N-((1-(4-(6-(Difluoromethyl)imidazo[1,2-b]pyridazin-3-yl)-6-(methylamino)pyridin-2-yl)-4,4-difluoropiperidin-3-yl)methyl)methanesulfonamide FC(C=1C=CC=2N(N1)C(=CN2)C2=CC(=NC(=C2)NC)N2CC(C(CC2)(F)F)CNS(=O)(=O)C)F